tert-butyl (R or S)-2-(4-cyclopropyl-2-((triisopropylsilyl)oxy)phenyl)-2,3,4,5a,6,7,8,9-octahydro-5H-1,2,5,7-tetraazabenzo[cd]azulene-5-carboxylate C1(CC1)C1=CC(=C(C=C1)N1N=C2CCNC[C@H]3C2=C1CCN3C(=O)OC(C)(C)C)O[Si](C(C)C)(C(C)C)C(C)C |o1:16|